C(CCCCCCCCCC)OC([O-])=O Undecylcarbonate